C(CCCC)C1C2CCCC(C1)C2 6-pentylbicyclo[3.2.1]octane